ClC1=C(CC=2NC=C(N2)C2=CC=CC3=CC=CC=C23)C=CC(=C1)Cl 2-(2,4-Dichlorobenzyl)-4-(1-naphthyl)imidazole